ClC=1C(=NC=C(C1)C(F)(F)F)CCNC(C1=C(C=CC=C1)C(F)(F)F)=O N-[2-[3-Chloro-5-(trifluoromethyl)-2-pyridinyl]ethyl]-2-(trifluoromethyl)benzamide